C1(=CC=CC=C1)NC(C1=C(C=CC=C1)NS(=O)(=O)C1=CC(=CC=C1)C(F)(F)F)=O N-phenyl-2-((3-(trifluoromethyl)phenyl)sulfonamido)benzamide